NC(C(=O)NC1CCN(CC1)C1=NC(=C(C(=C1C#N)CC)C#N)SCC1=CC=CC=C1)(C)C 2-amino-N-(1-(6-(benzylsulfanyl)-3,5-dicyano-4-ethylpyridin-2-yl)piperidin-4-yl)-2-methylpropanamide